potassium isooctanoate Potassium [K+].C(CCCCC(C)C)(=O)[O-].[K+].C(CCCCC(C)C)(=O)[O-]